4-((4-Cyanobenzyl)oxy)piperidine-1-carboxylic acid tert-butyl ester C(C)(C)(C)OC(=O)N1CCC(CC1)OCC1=CC=C(C=C1)C#N